N-(2-(1-cyclopropyl-1H-pyrazol-4-yl)-2-oxoethyl)-N-(3-hydroxypropyl)-4-nitrobenzenesulfonamide C1(CC1)N1N=CC(=C1)C(CN(S(=O)(=O)C1=CC=C(C=C1)[N+](=O)[O-])CCCO)=O